tert-butyl 4-(2-bromo-5-chloro-phenyl)-4-cyano-piperidine-1-carboxylate BrC1=C(C=C(C=C1)Cl)C1(CCN(CC1)C(=O)OC(C)(C)C)C#N